tert-butyl (4-((2R,3S)-3-((4-methyl-3-(trifluoromethyl)phenyl) carbamoyl)piperidin-2-yl)phenyl)carbamate CC1=C(C=C(C=C1)NC(=O)[C@@H]1[C@@H](NCCC1)C1=CC=C(C=C1)NC(OC(C)(C)C)=O)C(F)(F)F